C(=C)C1=CC=C(CN2C(=O)NC(=O)C(C)=C2)C=C1 1-(4-vinylbenzyl)thymine